ClC1=CC(=CC(=N1)N1CC2CC2C1)C=1CCN(CC1)CC1CC1 3-(6-chloro-1'-(cyclopropylmethyl)-1',2',3',6'-tetrahydro-[4,4'-bipyridin]-2-yl)-3-azabicyclo[3.1.0]hexane